FC(CN1N=NC2=C1C=C(C=C2)C2=CNC=1N=C(N=C(C12)OC)NC1CCC(CC1)(O)CC)F (1s,4s)-4-((5-(1-(2,2-difluoroethyl)-1H-benzo[d][1,2,3]triazol-6-yl)-4-methoxy-7H-pyrrolo[2,3-d]pyrimidin-2-yl)amino)-1-ethylcyclohexan-1-ol